N-((1r,4r)-4-(3-Chloro-4-cyanophenoxy)cyclohexyl)-5-(4-formylpiperidin-1-yl)pyrazine-2-carboxamide ClC=1C=C(OC2CCC(CC2)NC(=O)C2=NC=C(N=C2)N2CCC(CC2)C=O)C=CC1C#N